C(CCC)C1=NC2(C(N1CC1=CC=C(C=C1)C=1C(=CC=CC1)C#N)=O)CCCC2 4'-[(2-butyl-4-oxo-1,3-diazaspiro[4.4]non-1-en-3-yl)methyl]biphenyl-2-carbonitrile